(1R,3S,4S)-2-tert-butyl 3-ethyl 5-((dimethylamino) methylene)-6-oxo-2-azabicyclo[2.2.1]heptane-2,3-dicarboxylate CN(C)C=C1[C@H]2[C@H](N([C@@H](C1=O)C2)C(=O)OC(C)(C)C)C(=O)OCC